tetrapyridyl-cobalt N1=C(C=CC=C1)[Co](C1=NC=CC=C1)(C1=NC=CC=C1)C1=NC=CC=C1